methyl 2-(5-oxo-tetrahydrofuran-3-yl)acetate O=C1CC(CO1)CC(=O)OC